1-(4,5-dimethyl-1H-benzoimidazol-1-yl)-4,4-difluoro-3,3-dimethyl-3,4-dihydro-isoquinoline CC1=C(C=CC=2N(C=NC21)C2=NC(C(C1=CC=CC=C21)(F)F)(C)C)C